5-amino-4-bromo-[2,3'-bipyridine]-6-carboxylic acid ethyl ester C(C)OC(=O)C1=C(C(=CC(=N1)C=1C=NC=CC1)Br)N